C(C1=CC=CC=C1)OC(=O)N[C@H](C(=O)OCC1=CC=CC=C1)CC1=CN(C2=CC=C(C=C12)OC)CC(=O)OC(C)(C)C benzyl (S)-2-(((benzyloxy)carbonyl)amino)-3-(1-(2-(tert-butoxy)-2-oxoethyl)-5-methoxy-1H-indol-3-yl)propanoate